(R)-9-amino-1,2,4a,5-tetrahydro-7H-benzo[e]pyrazino[2,1-c][1,4]oxazepine-3(4H)-carboxylic acid tert-butyl ester C(C)(C)(C)OC(=O)N1C[C@@H]2COCC3=C(N2CC1)C=CC(=C3)N